1-benzyl-2,5-dihydropyrrole-2,5-dione C(C1=CC=CC=C1)N1C(C=CC1=O)=O